((S)-4-(7-(8-chloronaphthalen-1-yl)-3-fluoro-2-(((3R,4R)-4-methoxy-1-methylpyrrolidin-3-yl)oxy)-5,6,7,8-tetrahydro-1,7-naphthyridin-4-yl)piperazin-2-yl)acetonitrile ClC=1C=CC=C2C=CC=C(C12)N1CCC=2C(=C(C(=NC2C1)O[C@@H]1CN(C[C@H]1OC)C)F)N1C[C@@H](NCC1)CC#N